OC(C(=O)N1CC2=C(N=C(NC2=O)C2(CC2)C2=CC=CC=C2)CC1)C1=CC=CC2=CC=CC=C12 6-(2-hydroxy-2-(naphthalen-1-yl)acetyl)-2-(1-phenylcyclopropyl)-5,6,7,8-tetrahydropyrido[4,3-d]pyrimidin-4(3H)-one